BrC=1C=NC2=C3N=CC(=CC3=CC=C2C1)Br 3,8-dibromo-1,10-phenanthroline